COC=1C=C2C(=CC=NC2=CC1OC)C1=CC=C(CNC(OC(C)(C)C)=O)C=C1 Tert-Butyl (4-(6,7-Dimethoxyquinolin-4-yl)Benzyl)Carbamate